C(C)(C)(C)OC(=O)N1N=C(C2=CC=C(C=C12)SC1=C(C=CC=C1)C(NC1CC1)=O)\C=C\C1=NC=C(C=C1)OCCC1CCN(CC1)C 6-[2-(cyclopropylcarbamoyl)phenyl]sulfanyl-3-[(trans)-2-[5-[2-(1-methyl-4-piperidyl)ethoxy]-2-Pyridyl]vinyl]indazole-1-carboxylic acid tert-butyl ester